2-(7-(2,3-Dichloro-6-methoxyphenyl)imidazo[1,2-a]pyridin-2-yl)propan-2-ol ClC1=C(C(=CC=C1Cl)OC)C1=CC=2N(C=C1)C=C(N2)C(C)(C)O